NC=1N=CC2=C(N1)NC=C2C2=CC=1N(C=C2)N=CC1C(=O)NC=1C=NC=CC1 5-(2-amino-7H-pyrrolo[2,3-d]pyrimidin-5-yl)-N-(pyridin-3-yl)pyrazolo[1,5-a]pyridine-3-carboxamide